(7H-pyrrolo[2,3-d]pyrimidin-4-yl)sodium acetate C(C)(=O)O.N1=CN=C(C2=C1NC=C2)[Na]